(1S)-1-([(2S)-3-(cyclopent-1-en-1-yl)-1-[(2R)-2-methyloxiran-2-yl]-1-oxopropan-2-yl]carbamoyl-2-(4-methoxyphenyl)ethyl)-2-[2-(morpholin-4-yl)acetamido]prop-2-enamine C1(=CCCC1)C[C@@H](C(=O)[C@@]1(OC1)C)NC(=O)C(C[C@@H](C(=C)NC(CN1CCOCC1)=O)N)C1=CC=C(C=C1)OC